Butyl 2-(hydroxymethyl)-3-(4-octylphenyl)pyrrolidine-1-carboxylate OCC1N(CCC1C1=CC=C(C=C1)CCCCCCCC)C(=O)OCCCC